2-butyloctyl 10-(decylamino)-19-(didecylamino)-19-oxononadecanoate C(CCCCCCCCC)NC(CCCCCCCCC(=O)OCC(CCCCCC)CCCC)CCCCCCCCC(=O)N(CCCCCCCCCC)CCCCCCCCCC